ClC1=NC(=NC(=C1)N1CCOCC1)C1(NC=NC2=CC(=C(C=C12)N)OC)N 4-(4-chloro-6-morpholinopyrimidin-2-yl)-7-methoxyquinazoline-4,6-diamine